2-[(5-{6,6-difluoro-2-azaspiro[3.3]heptan-2-yl}-1-oxo-1,2-dihydro-2,7-naphthyridin-2-yl)methyl]imidazo[1,2-a]pyridine-6-carbaldehyde FC1(CC2(CN(C2)C2=C3C=CN(C(C3=CN=C2)=O)CC=2N=C3N(C=C(C=C3)C=O)C2)C1)F